ClC=1C=C(C=C2C(=C(C=NC12)C#N)NCC(C)(C)C)N[C@H](C=1N=NN(C1)C1(CC1)C(F)(F)F)C1=C2C(=CC=NC2=CC=C1)C (S)-8-chloro-6-(((4-methylquinolin-5-yl)(1-(1-(trifluoromethyl)cyclopropyl)-1H-1,2,3-triazol-4-yl)methyl)amino)-4-(neopentylamino)quinoline-3-carbonitrile